N-{(2S,3S)-1-(azetidine-1-carbonyl)-2-[([1,1'-biphenyl]-3-yl)methyl]pyrrolidin-3-yl}-1-fluoromethanesulfonamide N1(CCC1)C(=O)N1[C@H]([C@H](CC1)NS(=O)(=O)CF)CC=1C=C(C=CC1)C1=CC=CC=C1